C(C1=CC=CC=C1)OC1=C(N2C(C3=C(C=CC(=C13)C)C1=CC=CC=C1)=NC=N2)C(=O)OC methyl 6-(benzyloxy)-7-methyl-10-phenyl-[1,2,4]triazolo[5,1-a]isoquinoline-5-carboxylate